ethyl isoprenyl ether C(=CC(C)=C)OCC